C1(=CC=C(C=C1)NC1=CC=C(C=C1)C1=CC(=CC=C1)C1=CC=CC=C1)C1=CC=C(C=C1)C1=CC=CC=C1 N-([1,1':4',1''-terphenyl]-4-yl)-[1,1':3',1''-terphenyl]-4-amine